(4-(3-(2-methoxyethoxy)oxetan-3-yl)phenyl)(5-(4-(trifluoromethyl)phenyl)hexahydropyrrolo[3,4-c]pyrrol-2(1H)-yl)methanone COCCOC1(COC1)C1=CC=C(C=C1)C(=O)N1CC2CN(CC2C1)C1=CC=C(C=C1)C(F)(F)F